ClC=1C(=C(CN2[C@@H](C[C@@](CC2)(C(=O)O)CC2=NC(=C(C(=C2)C2(COC2)C)F)NC2=NNC(=C2)C)C)C=CC1)F (2R,4R)-1-(3-chloro-2-fluorobenzyl)-4-((5-fluoro-6-((5-methyl-1H-pyrazol-3-yl)amino)-4-(3-methyloxetan-3-yl)pyridin-2-yl)methyl)-2-methylpiperidine-4-carboxylic acid